5-[(R)-(1,3-dimethyl-azetidin-3-yl)-hydroxy-(4-isopropyl-phenyl)-methyl]-N-(tetrahydro-pyran-4-yl)-nicotinic amide CN1CC(C1)(C)[C@@](C=1C=NC=C(C(=O)NC2CCOCC2)C1)(C1=CC=C(C=C1)C(C)C)O